FC1=CC2=CC=CC=C2C(=C1)C=O 2-FLUORONAPHTHALENE-4-CARBOXALDEHYDE